C(C)O[Si](CCCSSSSCCC[Si](OCC)(OCC)OCC)(OCC)OCC bis-(γ-triethoxysilylpropyl) tetrasulfide